tert-butyl (3S,4S)-4-(2-(4,7-difluoro-3,3-dimethyl-2-oxo-5-(trifluoromethyl)indolin-1-yl)acetamido)-3-methylpentanoate FC1=C2C(C(N(C2=C(C=C1C(F)(F)F)F)CC(=O)N[C@H]([C@H](CC(=O)OC(C)(C)C)C)C)=O)(C)C